ClC1=C(C(=O)NC2=NN=NN2CCOC)C=CC(=C1C(=O)N(C)OC)S(=O)(=O)C 2-Chloro-N3-methoxy-N1-[1-(2-methoxyethyl)-1H-tetrazol-5-yl]-N3-methyl-4-(methylsulfonyl)isophthalamid